5-(3,3-Difluoro-pyrrolidin-1-yl)-pyridin FC1(CN(CC1)C=1C=CC=NC1)F